(E)-2,4-difluoro-N-(1-(methyl-d3)-2-oxo-5-(4-(4-(4-oxopent-2-enoyl)piperazin-1-yl)quinazolin-6-yl)-1,2-dihydropyridin-3-yl)benzenesulfonamide FC1=C(C=CC(=C1)F)S(=O)(=O)NC=1C(N(C=C(C1)C=1C=C2C(=NC=NC2=CC1)N1CCN(CC1)C(\C=C\C(C)=O)=O)C([2H])([2H])[2H])=O